C(CCCCCCC)N1SC=CC1=O 2-n-octyl-4-isothiazolin-one